BrC=1C=C(C(=C(C1)N1C(CCC1)=O)[N+](=O)[O-])F (5-bromo-3-fluoro-2-nitrophenyl)pyrrolidin-2-one